bis(2,4,4-trimethylpentyl)thiophosphonic acid CC(COP(OCC(CC(C)(C)C)C)=S)CC(C)(C)C